CC1=C(C(=CC=C1)C)C1=CC(=CC=C1)[C@H](CC(=O)OCC)NC(=O)NC=1C(N(C=CC1O)C)=O ethyl (S)-3-(2',6'-dimethylbiphenyl-3-yl)-3-(3-(4-hydroxy-1-methyl-2-oxo-1,2-dihydropyridin-3-yl)ureido)propanoate